8,9-difluoro-1,5-dihydro-2H-pyrano[3,4-c]isoquinolin-6(4H)-one FC=1C(=CC=2C3=C(NC(C2C1)=O)COCC3)F